FC(CO)(F)C=1C=C(C=CC1)[C@@H](C)NC=1C2=C(N=C(N1)C)N(C(C(=C2)C=2CCOCC2)=O)C 4-[[(1R)-1-[3-(1,1-difluoro-2-hydroxy-ethyl)phenyl]ethyl]amino]-6-(3,6-dihydro-2H-pyran-4-yl)-2,8-dimethyl-pyrido[2,3-d]pyrimidin-7-one